CC1=CN=C(O1)C1=CC=C(C=C1)C 5-methyl-2-(4-methylphenyl)-1,3-oxazol